tert-butyl 4-(6-chloro-3-cyano-1-(4,6-diisopropylpyrimidin-5-yl)-7-(2-formylphenyl)-2-oxo-1,2-dihydro-1,8-naphthyridin-4-yl)piperazine-1-carboxylate ClC=1C=C2C(=C(C(N(C2=NC1C1=C(C=CC=C1)C=O)C=1C(=NC=NC1C(C)C)C(C)C)=O)C#N)N1CCN(CC1)C(=O)OC(C)(C)C